(S)-2-(3-(2-(3-Fluoroazetidin-1-yl)ethyl)-4,5-dimethyl-6-oxopyridazin-1(6H)-yl)-4-methylpentanoic acid FC1CN(C1)CCC1=NN(C(C(=C1C)C)=O)[C@H](C(=O)O)CC(C)C